BrC1=NC=2N(C(N(C(C2N1COCC[Si](C)(C)C)=O)CCCOC1OCCCC1)=O)C 8-bromo-3-methyl-1-(3-(tetrahydro-2H-pyran-2-yloxy)propyl)-7-((2-(trimethylsilyl)ethoxy)methyl)-1H-purine-2,6(3H,7H)-dione